(3S)-3-(3',3'-difluoro-1'-(3-(1-(oxetan-3-yl)-1H-pyrazol-4-yl)benzyl)-6-oxo-6,8-dihydro-2H,7H-spiro[furo[2,3-e]isoindol-3,4'-piperidin]-7-yl)piperidine-2,6-dione FC1(CN(CCC12COC1=C3CN(C(C3=CC=C12)=O)[C@@H]1C(NC(CC1)=O)=O)CC1=CC(=CC=C1)C=1C=NN(C1)C1COC1)F